2-(2,3-dimethyloctyl)-2-acrylamidopropanesulfonate CC(CC(CS(=O)(=O)[O-])(C)NC(C=C)=O)C(CCCCC)C